OC1=CC=C(C=C1)C1=CNC2=NC=CC=C12 3-(4-(hydroxy)phenyl)-7-azaindole